3-(2-{3-[2-(4-thia-5-oxo-dodecyl)-4,4,6-trimethyl-[1,3,2]dioxasilinan-2-yloxy]-1,1-dimethyl-butoxy}-4,4,6-trimethyl-[1,3,2]dioxasilinan-2-yl)-4-thia-5-oxo-dodecane O=C(SCCC[Si]1(OC(CC(O1)(C)C)C)OC(CC(O[Si]1(OC(CC(O1)(C)C)C)C(CC)SC(CCCCCCC)=O)(C)C)C)CCCCCCC